2-(4-methoxyphenyl)-6-methyl-[1,3,6,2]dioxazaborocane COC1=CC=C(C=C1)B1OCCN(CCO1)C